3-[4-(4-morpholin-4-ylmethyl-benzyloxy)-1-oxo-1,3-dihydro-isoindol-2-yl]-piperidine-2,6-dione N1(CCOCC1)CC1=CC=C(COC2=C3CN(C(C3=CC=C2)=O)C2C(NC(CC2)=O)=O)C=C1